C(C1=CC=CC=C1)OC1=CC(=NC=N1)C(=O)NC1=CC(=CC=C1)NS(=O)(=O)C 6-(benzyloxy)-N-(3-(methylsulfonamido)phenyl)pyrimidine-4-carboxamide